calcium bis-trifluoromethylsulfonamide FC(F)(F)N(S(=O)=O)C(F)(F)F.[Ca]